FC(O[C@H]1C[C@H](C1)N1N=C(C=C1)C(=O)NC12CC(C1)(C2)C=2OC(=NN2)[C@@H]2C[C@@H](C2)OC(F)(F)F)(F)F 1-[cis-3-(trifluoromethoxy)cyclobutyl]-N-[3-[5-[cis-3-(trifluoromethoxy)cyclobutyl]-1,3,4-oxadiazol-2-yl]-1-bicyclo[1.1.1]pentanyl]pyrazole-3-carboxamide